C1N(CC12CNC2)S(=O)(=O)C2=C(C(=C(C=C2CCCCC)O)CC=C(CCC=C(C)C)C)O 4-((2,6-diazaspiro[3.3]heptan-2-yl)sulfonyl)-2-(3,7-dimethylocta-2,6-dien-1-yl)-5-pentylbenzene-1,3-diol